4-chloranyl-2-methyl-6-(phenyl-methoxy)pyrimidine-5-carbaldehyde ClC1=NC(=NC(=C1C=O)OCC1=CC=CC=C1)C